CC(C(=O)N1CCN(CC1)CC=1OC(=CC1)[N+](=O)[O-])C 2-methyl-1-{4-[(5-nitrofuran-2-yl)methyl]piperazin-1-yl}propan-1-one